5-chloro-2-(7-(3,5-dimethylphenyl)thieno[2,3-c]pyridin-2-yl)benzaldehyde ClC=1C=CC(=C(C=O)C1)C1=CC=2C(=C(N=CC2)C2=CC(=CC(=C2)C)C)S1